N-(2-nitrobenzyloxy)carbonyl-N-n-hexylamine [N+](=O)([O-])C1=C(COC(=O)NCCCCCC)C=CC=C1